N-[2,4-difluoro-3-[8-fluoro-3-(1H-imidazol-2-yl)imidazo[1,5-a]pyridin-7-yl]phenyl]-5-fluoro-2-methoxypyridine-3-sulfonamide FC1=C(C=CC(=C1C1=C(C=2N(C=C1)C(=NC2)C=2NC=CN2)F)F)NS(=O)(=O)C=2C(=NC=C(C2)F)OC